FC=1C(=CC=2N(C1)C=NN2)CCN2CC1(C2)CC(C1)OC=1N(C(C2=C(C=CC=C2C1)C)=O)C [[2-[2-(6-Fluoro-[1,2,4]triazolo[4,3-a]pyridin-7-yl)ethyl]-2-azaspiro[3.3]heptan-6-yl]oxy]-2,8-dimethyl-isoquinolin-1-one